C(C)(C)(C)OC(=O)N1C[C@@H](CC1)NC1=NC=CC=C1N (R)-3-((3-aminopyridin-2-yl)amino)pyrrolidine-1-carboxylic acid tert-butyl ester